NC(CNC1=NC(=C2C(=N1)N(N=C2)C)NC(C)C)C2=CC=C(C=C2)Br 6-N-[2-amino-2-(4-bromophenyl)ethyl]-1-methyl-4-N-propan-2-ylpyrazolo[3,4-d]pyrimidine-4,6-diamine